(8R)-8-phenyl-2-(2-((tetrahydrofuran-3-yl)oxy)pyridin-4-yl)-7,8-dihydro-6H-pyrrolo[2',1':2,3]imidazo[4,5-b]pyridine C1(=CC=CC=C1)[C@H]1CCC2=NC=3C(=NC(=CC3)C3=CC(=NC=C3)OC3COCC3)N21